yttrium-strontium-manganese [Mn].[Sr].[Y]